C(C)(C)(C)OC(=O)N[C@@H](CCS(=O)(=O)[O-])C(=O)N1CCN(CC1)C1=C(C=C(C=C1)F)F (S)-2-((tert-butoxycarbonyl) amino)-3-(4-(2,4-difluorophenyl) piperazin-1-yl)-3-oxopropylmethanesulfonate